(3-bromocyclobutoxy)pyridine BrC1CC(C1)OC1=NC=CC=C1